1-bromo-3-(2-chloroethoxy)-2-fluoro-benzene BrC1=C(C(=CC=C1)OCCCl)F